3-((1,2-dimethyl-1H-benzo[d]imidazol-5-yl)ethynyl)-5-(methylamino)-1H-pyrazole-4-carboxamide CN1C(=NC2=C1C=CC(=C2)C#CC2=NNC(=C2C(=O)N)NC)C